4-(2-bromoethyl)oxazolidine-2,5-dione BrCCC1NC(OC1=O)=O